C[Si](CCOCN1C=C(C=2C1=NC(=CC2)C2=NN=NN2C)B2OC(C(O2)(C)C)(C)C)(C)C trimethyl-[2-[[6-(1-methyltetrazol-5-yl)-3-(4,4,5,5-tetramethyl-1,3,2-dioxaborolan-2-yl)pyrrolo[2,3-b]pyridin-1-yl]methoxy]ethyl]silane